CN1C(C(C2=NC=C(C=C21)CCNC(OC(C)(C)C)=O)(C)C)=O tert-butyl (2-(1,3,3-trimethyl-2-oxo-2,3-dihydro-1H-pyrrolo[3,2-b]pyridin-6-yl)ethyl)carbamate